Cl.C1(CCCC1)NC(=NC1=NC(=CC(=N1)C1=CC=C(C=C1)OC)C1=CC(=CC=C1)[N+](=O)[O-])N 1-cyclopentyl-2-(4-(4-methoxyphenyl)-6-(3-nitrophenyl)pyrimidin-2-yl)guanidine hydrochloride